CC(C)(CNC(=O)CC1CCC2(CC1)OC3(C4CC5CC(C4)CC3C5)OO2)[NH3+] The molecule is a primary ammonium ion that is the conjugate acid of arterolane, resulting from the protonation of the primary amino group. Major species at pH 7.3. It is a conjugate acid of an arterolane.